tert-butyl N-[3-chloro-5-cyano-6-fluoro-4-[(3aS,6aS)-5-methyl-2,3,3a,4,6,6a-hexahydropyrrolo[2,3-c]pyrrol-1-yl]-9H-pyrido[2,3-b]indol-8-yl]-N-methylcarbamate ClC1=C(C2=C(NC3=C(C=C(C(=C23)C#N)F)N(C(OC(C)(C)C)=O)C)N=C1)N1CC[C@@H]2[C@H]1CN(C2)C